S1C(=CC=C1)[C@]12[C@H](OCC(N1)=O)CCCC2 (4aS,8aR)-4a-(2-thiophenyl)hexahydro-2H-benzo[b][1,4]oxazin-3(4H)-one